C(ON1C(CCC1=O)=O)(OCC1C2=CC=CC=C2C=2C=CC=CC12)=O (2,5-dioxopyrrolidin-1-yl) 9H-fluoren-9-ylmethyl carbonate